N1C(=NCC1)NC1=CC=CC2=CC=CC=C12 N-(2-imidazolin-2-yl)-1-naphthalenamine